NC1=C(C=C(OCC(=O)[C@@]23OC(O[C@@H]2C[C@H]2[C@@H]4CCC5=CC(C=C[C@@]5([C@H]4[C@H](C[C@]32C)O)C)=O)CCC)C=C1)F (1S,2S,4R,8S,9S,11S,12S,13R)-8-[2-(4-Amino-3-fluorophenoxy)acetyl]-11-hydroxyl-9,13-dimethyl-6-propyl-5,7-dioxapentacyclo[10.8.0.02,9.04,8.013,18]icosa-14,17-dien-16-one